beta-D-ribofuranose 1,2,3,5-tetraacetate C(C)(=O)O[C@H]1[C@H](OC(C)=O)[C@H](OC(C)=O)[C@H](O1)COC(C)=O